N,N'-bis-(2-hydroxyethyl)-1,3-propylenediamine OCCNCCCNCCO